(((R)-1-(4-(2-((dimethylamino)methyl)phenyl)thiophen-2-yl)ethyl)amino)-7-methoxy-2-methylquinazoline CN(C)CC1=C(C=CC=C1)C=1C=C(SC1)[C@@H](C)NC1=NC(=NC2=CC(=CC=C12)OC)C